BrC=1C=C2C(N(C(=NC2=CC1C)C(CCC)N1CCN(CCC1)CC)CC)=O 6-bromo-3-ethyl-2-(1-(4-ethyl-1,4-diazepan-1-yl)butyl)-7-methylquinazolin-4(3H)-one